OCC1=C(C=CC=C1)C1=C(C=CC=C1)CO 2,2'-dihydroxymethyl-1,1'-biphenyl